O1C(CCCC1)OC=1C=C(C=CC1OC1OCCCC1)C1=NC2=CC(=CC(=C2C(C1OC1OCCCC1)=O)OC1OCCCC1)OC1OCCCC1 2-(3,4-di-tetrahydropyranyloxy-phenyl)-3,5,7-tri-tetrahydropyranyloxy-quinolin-4-one